C1C=COS1(=O)=O 3-acrylsultone